CC1=C(C2=C(N=N1)SC1=C2N=CN=C1NCC=1C=C(C=CC1)C1(CCC1)O)C 1-[3-[[(3,4-dimethylpyrimidino[4',5':4,5]thieno[2,3-c]pyridazin-8-yl)amino]methyl]phenyl]cyclobutanol